CC1=NC2=C(N1)C=C(C=C2)C2=CC=C(C=C2)C2=C(C=CC=C2)CNCC#C 2-Methyl-6-(2'-((Prop-2-yn-1-ylamino)Methyl)-[1,1'-Biphenyl]-4-yl)-1H-benzo[d]Imidazol